C(CCC)SCCOC(CCCCCCCCCC(C(=O)OCC(CCCCCCCC)CCCCCCCC)NCCO)=O 2-octyldecyl 6-(6-(2-(butylthio)ethoxy)-6-oxohexyl)((2-hydroxyethyl)amino)hexanoate